5-ethoxy-2-methoxymethyl-6-(1-methyl-butoxy)-tetrahydropyran-3,4-diol C(C)OC1C(C(C(OC1OC(CCC)C)COC)O)O